C(#N)C1=CC2=C(N=CN(C2=O)CCOC2=C(C=C(C=C2)C=O)C2=CC(=CC=C2)C(=O)OC)C=N1 methyl 2'-(2-(6-cyano-4-oxopyrido[3,4-d]pyrimidin-3(4H)-yl) ethoxy)-5'-formyl-[1,1'-biphenyl]-3-carboxylate